3-glycidoxypropyldiisopropylethoxysilane C(C1CO1)OCCC[Si](OCC)(C(C)C)C(C)C